[I-].[I-].[I-].C(=N)N.[Pb+3] lead formamidine tri-iodide